1-(pyrazin-2-yl)propane-1,2,3-triol N1=C(C=NC=C1)C(C(CO)O)O